4-(9,9-diphenyl-9H-fluoren-2-yl)-N-(4-(phenanthren-9-yl)phenyl)-N-phenylaniline C1(=CC=CC=C1)C1(C2=CC=CC=C2C=2C=CC(=CC12)C1=CC=C(N(C2=CC=CC=C2)C2=CC=C(C=C2)C=2C3=CC=CC=C3C=3C=CC=CC3C2)C=C1)C1=CC=CC=C1